C(=CCCCCC)C=1OCCCN1 2-heptenyl-4,5-dihydro-1,3-oxazine